(ethoxycarbonyl)oxyl-5β-cholan-24-amidine C(C)OC(=O)OC(C(=N)N)C[C@@H](C)[C@H]1CC[C@H]2[C@@H]3CC[C@@H]4CCCC[C@]4(C)[C@H]3CC[C@]12C